C[C@@H]1CN(CCN1)C1=NC2=CC=C(C=C2N=C1)C(F)(F)F 2-[(3R)-3-methylpiperazin-1-yl]-6-(trifluoromethyl)quinoxaline